3-((3-((1R,5S,6r)-3-(4-chloropyridin-2-yl)-3-azabicyclo[3.1.0]hexane-6-yl)-1,2,4-oxadiazol-5-yl)methyl)-5-methyl-4-oxo-3,4-dihydropyrido[2,3-d]pyrimidine-7-carbonitrile ClC1=CC(=NC=C1)N1C[C@H]2C([C@H]2C1)C1=NOC(=N1)CN1C=NC2=C(C1=O)C(=CC(=N2)C#N)C